2-(3-(5-amino-6-(oxazol-5-yl)pyrazin-2-yl)-4-methylphenyl)-3,3,3-trifluoropropane-1,2-diol NC=1N=CC(=NC1C1=CN=CO1)C=1C=C(C=CC1C)C(CO)(C(F)(F)F)O